N1=CC=NC=2C1=CC1=NC3=CC=CC=C3N=C1C2 pyrazino[2,3-b]phenazine